4-(N,N-bis(4-methoxybenzyl)sulfamoyl)-2-(difluoromethyl)-2H-indazole-6-carboxylic acid COC1=CC=C(CN(S(=O)(=O)C=2C3=CN(N=C3C=C(C2)C(=O)O)C(F)F)CC2=CC=C(C=C2)OC)C=C1